2-(2-(cyclopropanesulfonamido)thiazol-4-yl)-N-(4-(5-(hydroxymethyl)pyridin-3-yl)phenyl)-2-methylpropanamide C1(CC1)S(=O)(=O)NC=1SC=C(N1)C(C(=O)NC1=CC=C(C=C1)C=1C=NC=C(C1)CO)(C)C